2,6-dichloro-N-[2-(1H-indol-3-yl)ethyl]-5-[(2R)-2-amino-3-methoxy-propoxy]pyrimidin-4-amine ClC1=NC(=C(C(=N1)NCCC1=CNC2=CC=CC=C12)OC[C@@H](COC)N)Cl